BrC1=CC=C(C2=NN(N=C21)CC(CCCCCCCC)CCCCCC)Br 4,7-dibromo-2-(2-hexyldecyl)-2H-benzo[d][1,2,3]triazole